(S)-7-amino-2-(methylamino)heptanoic acid NCCCCC[C@@H](C(=O)O)NC